dicyclopropyl-1H-pyrazolo[3,4-d]pyrimidin-4-ol C1(CC1)C1=NC(=C2C(=N1)NN=C2C2CC2)O